8-bromo-1,3-benzoxazine-2-thione BrC1=CC=CC=2C=NC(OC21)=S